methyl (3-(cyanomethyl)-3-(6-methyl-2-(1-methyl-1H-pyrazol-4-yl)-7-oxo-1-phenyl-6,7-dihydro-3H-spiro[dipyrrolo[2,3-b:3',2'-d]pyridine-8,4'-piperidin]-1'-yl)cyclobutyl)carbamate C(#N)CC1(CC(C1)NC(OC)=O)N1CCC2(CC1)C(N(C=1C2=C2C(=NC1)NC(=C2C2=CC=CC=C2)C=2C=NN(C2)C)C)=O